ethyl 2-(3-(4-(3-amino-6-(2-methoxypyridin-3-yl) pyridazin-4-yl) phenyl) isoxazol-5-yl)-3-methylbutanoate NC=1N=NC(=CC1C1=CC=C(C=C1)C1=NOC(=C1)C(C(=O)OCC)C(C)C)C=1C(=NC=CC1)OC